2,5-Xylenol C=1(C(=CC=C(C1)C)C)O